2-[(3-chloro-4-fluorophenyl)-[(4,4-difluorocyclohexyl)methoxy]methyl]-5-methyl-4-methyl-sulfonyl-1H-imidazole ClC=1C=C(C=CC1F)C(C=1NC(=C(N1)S(=O)(=O)C)C)OCC1CCC(CC1)(F)F